COC1C(C(=CC(C1=O)(C)C)C)=O methoxy-3,5,5-trimethylcyclohex-3-en-2,6-dione